CC(CCCCCCCCCC)CCCC(CCCC(CCCCCCCCCCCCCCCCCCCC)C)C 11,15,19-Trimethylnonatriacontane